C(C)OC1=CC=2N(C=C1C1(CCN(CC1)C(=O)OC(C)(C)C)O)C=CN2 Tert-Butyl 4-(7-ethoxyimidazo[1,2-a]pyridine-6-yl)-4-hydroxypiperidine-1-carboxylate